6-bromo-5-chloro-1,4-dihydro-2H-benzo[d][1,3]oxazin-2-one BrC1=C(C2=C(NC(OC2)=O)C=C1)Cl